1-[2-(3-piperazin-1-yl-anilino)-pyrimidin-4-yl]-1H-indole-3-carboxamide N1(CCNCC1)C=1C=C(NC2=NC=CC(=N2)N2C=C(C3=CC=CC=C23)C(=O)N)C=CC1